BrC1=C2C=NN(C2=CC(=C1[C@H]1[C@@H](C1)C)Cl)[C@@H]1OCCCC1 |o1:15| rel-4-bromo-6-chloro-5-((1R,2R)-2-methylcyclopropyl)-1-(tetrahydro-2H-pyran-2-yl)-1H-indazole